O1C(=CC2=C1C=CC=C2)C2=NN(N=C2)CC 4-(benzofuran-2-yl)-2-ethyl-2H-1,2,3-triazole